COC1O[C@@H]([C@H]2OC(O[C@H]21)(C)C)CNC(CCC(=O)OC)=O Methyl 4-[[(3aR,6R,6aR)-4-methoxy-2,2-dimethyl-3a,4,6,6a-tetrahydrofuro[3,4-d][1,3]-dioxol-6-yl]methylamino]-4-oxo-butanoate